4-(2,2-diethoxyethoxy)piperidine C(C)OC(COC1CCNCC1)OCC